[Si](C)(C)(C(C)(C)C)OCOC(=O)N1CC(CCC1)=O ((tert-butyldimethylsilyloxy) methyl)-3-oxopiperidine-1-carboxylate